C(C)(C)(C)C1=CC(=C(C=C1)O)C(C)(C)C1=CC=CC=C1 4-(tert-butyl)-2-(2-phenylpropan-2-yl)phenol